tert-butyl (e)-4-[2-[2-[2-[[4-[[5-bromo-4-(2-carbamoyl-3-fluoro-anilino)pyrimidin-2-yl]amino]phenyl]sulfonylamino]ethoxy]ethoxy]ethyl-methyl-amino]but-2-enoate BrC=1C(=NC(=NC1)NC1=CC=C(C=C1)S(=O)(=O)NCCOCCOCCN(C/C=C/C(=O)OC(C)(C)C)C)NC1=C(C(=CC=C1)F)C(N)=O